4-(bis(2-((2-hydroxyethyl)thio)ethyl)amino)benzaldehyde OCCSCCN(C1=CC=C(C=O)C=C1)CCSCCO